COC1=C(C=O)C(=CC(=C1OC)C=O)C 2,3-dimethoxy-6-methylterephthalaldehyde